C1(=CC=CC=C1)C1CCC=2N1C1=C(N2)C=CC(=C1)C1=CC=C(OCC#N)C=C1 2-(4-(1-phenyl-2,3-dihydro-1H-benzo[d]pyrrolo[1,2-a]imidazol-7-yl)phenoxy)acetonitrile